CC=1OC(=CN1)S(=O)O 2-methyloxazole-5-sulfinic acid